ClC=1C=CC(=C(C1)[C@H]1C[C@H](C1)NC(=O)C1=NOC(=C1)[C@@](C)(C=1C=NC(=C(C1)C)N1C([C@@H]2C[C@@H]2C1)=O)O)C#N N-((cis)-3-(5-chloro-2-cyanophenyl)cyclobutyl)-5-((R)-1-hydroxy-1-(5-methyl-6-((1R,5S)-2-oxo-3-azabicyclo[3.1.0]hexan-3-yl)pyridin-3-yl)ethyl)isoxazole-3-carboxamide